(S)-4-((1R,3S,5S,6R)-6-(1-isopropyl-3-(5-(trifluoromethyl)pyridin-3-yl)-1H-1,2,4-triazol-5-yl)bicyclo[3.1.0]hexane-3-yl)-3-methylmorpholine C(C)(C)N1N=C(N=C1C1[C@H]2CC(C[C@@H]12)N1[C@H](COCC1)C)C=1C=NC=C(C1)C(F)(F)F